Methyl (((cis-3-(2-amino-6-methoxy-9H-purin-9-yl)cyclobutyl) methoxy) (4-bromophenoxy) phosphoryl)-L-phenylalaninate NC1=NC(=C2N=CN(C2=N1)[C@H]1C[C@H](C1)COP(=O)(OC1=CC=C(C=C1)Br)N[C@@H](CC1=CC=CC=C1)C(=O)OC)OC